ethyl 3-amino-4,4,4-trifluorobutyrate hydrochloride Cl.NC(CC(=O)OCC)C(F)(F)F